1H-porphyrin cobalt chloride [Co](Cl)Cl.C12CC=C(N1)C=C1C=CC(=N1)C=C1C=CC(N1)=CC=1C=CC(N1)=C2